2-((tert-butoxycarbonyl)amino)-3-hydroxy-3-phenylpropionic acid C(C)(C)(C)OC(=O)NC(C(=O)O)C(C1=CC=CC=C1)O